S(=O)(=O)=NC(=O)C=1C=NC=CC1 sulfonyl-pyridine-3-carboxamide